5-(2-(3,4-difluoro-5-(3-(2-methoxyethoxy)azetidin-1-yl)phenyl)cyclopropyl)-2,2'-bipyrimidine FC=1C=C(C=C(C1F)N1CC(C1)OCCOC)C1C(C1)C=1C=NC(=NC1)C1=NC=CC=N1